C(#N)N1C[C@@](CCC1)(F)C=1OC2=NC=C(C=C2N1)C1=CC(=NC=C1)C#N (R)-4-(2-(1-cyano-3-fluoropiperidin-3-yl)oxazolo[5,4-b]pyridin-6-yl)picolinenitrile